C(#N)C1(CC=C(C=C1)C1=CC=CC=C1)C(=O)O 4-cyano-4-biphenyl-carboxylic acid